1-[2-chloro-5-[[5-(3,5-dichloro-4-fluoro-phenyl)-5-(trifluoromethyl)-4H-isoxazol-3-yl]amino]phenyl]pyrazole-4-carboxylic acid methyl ester COC(=O)C=1C=NN(C1)C1=C(C=CC(=C1)NC1=NOC(C1)(C(F)(F)F)C1=CC(=C(C(=C1)Cl)F)Cl)Cl